C12(C(CCC1)O2)C=O cyclopentenal oxide